N[C@@H]1CC[C@H](CC1)C(=O)OC(C)(C)C tert-butyl trans-4-aminocyclohexane-1-carboxylate